COC1(C=C(C(C(C1)(C)C)=O)C#N)C1=C(N=CS1)C 3-methoxy-5,5-dimethyl-3-(4-methyl-1,3-thiazol-5-yl)-6-oxocyclohex-1-ene-1-carbonitrile